C(#N)[C@H]1N(CC(C1)(F)F)C(CNC(=O)C1=CC=NC2=CC=C(C=C12)OCCCC(=O)O)=O (S)-4-((4-((2-(2-cyano-4,4-difluoropyrrolidin-1-yl)-2-oxoethyl)carbamoyl)quinolin-6-yl)oxy)butanoic acid